tert-butyl (R)-4-(2-(5-(3-(ethoxycarbonyl)piperidin-1-yl)-2-fluorophenoxy)-2-methylpropanoyl)piperazine-1-carboxylate C(C)OC(=O)[C@H]1CN(CCC1)C=1C=CC(=C(OC(C(=O)N2CCN(CC2)C(=O)OC(C)(C)C)(C)C)C1)F